C(C)C1C2N(CC(C=C2)(C1)C)C(=O)OC exo-Methyl 7-ethyl-4-methyl-2-azabicyclo[2.2.2]oct-5-ene-2-carboxylate